(R)-N-(pyrrolidin-3-yl)quinolin-7-amine hydrochloride Cl.N1C[C@@H](CC1)NC1=CC=C2C=CC=NC2=C1